OC[C@@]1(N(CCC1)C)C(=O)[O-] (R)-2-(hydroxymethyl)-1-methylpyrrolidine-2-carboxylate